Cl.C1(=CC=CC=C1)CCC[C@H](N)B1OC(C(O1)(C)C)(C)C (1R)-4-phenyl-1-(tetramethyl-1,3,2-dioxaborolan-2-yl)butan-1-amine hydrochloride